2-bromo-5-(4-cyclohexyl-3-fluorophenyl)-7-oxo-4,7-dihydropyrazolo[1,5-a]pyrimidine-3-carboxylic acid ethyl ester C(C)OC(=O)C=1C(=NN2C1NC(=CC2=O)C2=CC(=C(C=C2)C2CCCCC2)F)Br